C1(CCCC1)NC=1C2=C(N=C(N1)NC1=C(C=C(C(=C1)F)C1=CC=NN1C)OC)NC=C2C#N 4-(cyclopentylamino)-2-((5-fluoro-2-methoxy-4-(1-methyl-1H-pyrazol-5-yl)phenyl)amino)-7H-pyrrolo[2,3-d]pyrimidine-5-carbonitrile